C(\C=C\C)N1C(C2=C(C(=C1)C=1C=C(C(=O)NC3CCC3)C=CC1OC)C=CN2)=O 3-[6-[(E)-but-2-enyl]-7-oxo-1H-pyrrolo[2,3-c]pyridin-4-yl]-N-cyclobutyl-4-methoxybenzamide